N-(6-amino-5-ethyl-3-pyridyl)-2-oxo-acetamide NC1=C(C=C(C=N1)NC(C=O)=O)CC